8-(aminomethyl)-3-(1-(2,2,3,3,3-pentafluoropropyl)-1H-pyrazol-4-yl)-2-(trifluoromethyl)-4H-pyrido[1,2-a]pyrimidin-4-one NCC1=CC=2N(C(C(=C(N2)C(F)(F)F)C=2C=NN(C2)CC(C(F)(F)F)(F)F)=O)C=C1